C(OC(C)(C)C)(OC(C)(C)C)=O di(tert-butyl) carbonate